Trans-4-(2-(4-(methylsulfonyl)phenyl)-2,3-dihydroimidazo[4,5-d]pyrrolo[2,3-b]pyridin-1(6H)-yl)cyclohexanecarbonitrile CS(=O)(=O)C1=CC=C(C=C1)C1NC=2C(=C3C(=NC2)NC=C3)N1[C@@H]1CC[C@H](CC1)C#N